N-(3-(3,3-dimethylbutyl)-4-oxo-3,4-dihydroquinazolin-5-yl)-6-hydroxy-5-(4-methylpiperazin-1-yl)nicotinamide CC(CCN1C=NC2=CC=CC(=C2C1=O)NC(C1=CN=C(C(=C1)N1CCN(CC1)C)O)=O)(C)C